n-methylpyridoxal CN1C(C)C(O)=C(C=O)C(CO)=C1